Ethyl (S)-4-(3-(hydroxymethyl)oxetane-3-carbonyl)-5-methyl-2,3,4,5-tetrahydrobenzo[f][1,4]oxazepine-8-carboxylate OCC1(COC1)C(=O)N1CCOC2=C([C@@H]1C)C=CC(=C2)C(=O)OCC